1-(pyridin-2-ylethynyl)-3-azabicyclo[3.1.0]hexane N1=C(C=CC=C1)C#CC12CNCC2C1